N[C@@H]1CC=CC[C@H]1C1=C(C2=NC(=CC(=C2S1)NCC=1SC=CC1)Cl)Br 2-((1r,6r)-6-aminocyclohex-3-en-1-yl)-3-bromo-5-chloro-N-(thiophen-2-ylmethyl)thieno[3,2-b]pyridin-7-amine